(1-(3-fluorophenyl)-1H-indazol-5-yl)(4-(1-(2-morpholinoethyl)-1H-benzo[d]imidazol-2-yl)piperidin-1-yl)methanone FC=1C=C(C=CC1)N1N=CC2=CC(=CC=C12)C(=O)N1CCC(CC1)C1=NC2=C(N1CCN1CCOCC1)C=CC=C2